SCC(=O)O.SCC(=O)O.OCCSSCCO hydroxyethyl disulfide bis(2-Mercaptoacetate)